BrC1=CC=C2CC3(CCN(CC3)C(=O)OC(C)(C)C)\C(\C2=C1)=N/[S@](=O)C(C)(C)C Tert-butyl (R,E)-6-bromo-1-((tert-butylsulfinyl) imino)-1,3-dihydrospiro[indene-2,4'-piperidine]-1'-carboxylate